3-cyano-N-(3-(oxazol-5-yl)-1H-indazol-5-yl)-2-(trifluoromethoxy)benzamide C(#N)C=1C(=C(C(=O)NC=2C=C3C(=NNC3=CC2)C2=CN=CO2)C=CC1)OC(F)(F)F